(2S)-2-[[4-[(E)-3-(3,4-Dimethoxyphenyl)prop-2-enoyl]phenyl]sulfonylamino]propanoic acid COC=1C=C(C=CC1OC)/C=C/C(=O)C1=CC=C(C=C1)S(=O)(=O)N[C@H](C(=O)O)C